OC(C(CC(=O)O)C(=O)O)C(=O)O 3-hydroxypropane-1,2,3-tricarboxylic acid